BrC1=NN(C(=C1)C(C(=O)N)(C)C)C 2-(3-bromo-1-methyl-1H-pyrazol-5-yl)-2-methylpropanamide